C(C)N1C(C2=C(C=3C=CC=CC13)C(=CN2C=2C=NN(C2)CC2CC2)C(=O)O)=O 5-Ethyl-3-(1-cyclopropylmethyl-1H-pyrazol-4-yl)-4-oxo-4,5-dihydro-3H-pyrrolo[2,3-c]quinoline-1-carboxylic acid